N-{4-[4-cyano-2-(1-methyl-2-imidazolyl)phenyl]-6-cyclopropyl-2-pyridyl}-1-cyclopropyl-5-(hydroxymethyl)-2-oxo-1,2-dihydronicotinamide C(#N)C1=CC(=C(C=C1)C1=CC(=NC(=C1)C1CC1)NC(C=1C(N(C=C(C1)CO)C1CC1)=O)=O)C=1N(C=CN1)C